(S)-1-((R)-2-(benzoyloxy)-1-(3-chloro-5-fluoro-2-((4-(4-fluoro-1H-pyrazol-1-yl)-2-methylquinolin-8-yloxy) methyl) phenyl) ethylamino)-3-methyl-1-oxobutan-2-yl benzoate C(C1=CC=CC=C1)(=O)O[C@H](C(=O)N[C@@H](COC(C1=CC=CC=C1)=O)C1=C(C(=CC(=C1)F)Cl)COC=1C=CC=C2C(=CC(=NC12)C)N1N=CC(=C1)F)C(C)C